(S)-2-(3-(6-Methyl-5-(8-methyl-[1,2,4]triazolo[1,5-a]pyridin-6-yl)-2-oxo-2,3-dihydro-1H-benzo[d]imidazol-1-yl)piperidin-1-yl)acetamid CC=1C(=CC2=C(N(C(N2)=O)[C@@H]2CN(CCC2)CC(=O)N)C1)C=1C=C(C=2N(C1)N=CN2)C